(Z)-3-(3-(3,5-bis(trifluoromethyl)phenyl)-1H-1,2,4-triazol-1-yl)-N-((1-methylpiperidin-4-yl)methyl)acrylamide FC(C=1C=C(C=C(C1)C(F)(F)F)C1=NN(C=N1)\C=C/C(=O)NCC1CCN(CC1)C)(F)F